N1(N=CC=C1)C1=NC=C(C=N1)C=1C=C2C(=NN(C2=CC1)CC(=O)N1[C@@H](C[C@H](C1)F)C(=O)NC1=NC(=CC=C1)Br)C(C)=O (2S,4R)-1-(2-(5-(2-(1H-pyrazol-1-yl)pyrimidin-5-yl)-3-acetyl-1H-indazol-1-yl)acetyl)-N-(6-bromopyridin-2-yl)-4-fluoropyrrolidine-2-carboxamide